N-(5-chloro-6-(difluoromethoxy)pyridin-3-yl)-1-(1-oxo-1,2-dihydroisoquinolin-5-yl)-5-(trifluoromethyl)-1H-pyrazole-4-carboxamide ClC=1C=C(C=NC1OC(F)F)NC(=O)C=1C=NN(C1C(F)(F)F)C1=C2C=CNC(C2=CC=C1)=O